P(N)(O)(O)=O.P(N)(O)(O)=O.P(N)(O)(O)=O.P(N)(O)(O)=O.P(N)(O)(O)=O.P(N)(O)(O)=O hexaphosphoric acid amide